N2-(3-methyl-4-chlorophenyl)-5-(3,4-dimethoxyphenyl)-N4-(piperidin-4-yl)pyrimidine-2,4-diamine CC=1C=C(C=CC1Cl)NC1=NC=C(C(=N1)NC1CCNCC1)C1=CC(=C(C=C1)OC)OC